ClC1=CC=C(C=C1)C1=NN(C2=CC=CC=C12)CC(C(=O)OC(=C)C(F)(F)F)(C)C 3,3,3-Trifluoroprop-1-en-2-yl 3-(3-(4-chlorophenyl)-1H-indazol-1-yl)-2,2-dimethylpropanoate